Erbium-Chromium [Cr].[Er]